C1(CCC1)C=1C(=NN(C1C1=CC=C(C=C1)OC(F)(F)F)C)NC(OC1CC(C1)(F)F)=O 3,3-difluorocyclobutyl (4-cyclobutyl-1-methyl-5-(4-(trifluoromethoxy)phenyl)-1H-pyrazol-3-yl)carbamate